C=1N=CN2C1C=CC(=C2)S(=O)(=O)N imidazo[1,5-a]pyridine-6-sulfonamide